ClC=1C=C(C=C(C1C(=O)N1CCOCC1)Cl)NC1CN(C1)C1CCN(CC1)C(C(C(F)(F)F)(C1=CC=CC=C1)O)=O 1-(4-(3-(3,5-dichloro-4-(morpholine-4-carbonyl)phenylamino)azetidin-1-yl)piperidin-1-yl)-3,3,3-trifluoro-2-hydroxy-2-phenylpropan-1-one